Benzyl (2S,4S)-4-(methoxymethyl)-1-((4-phenoxybenzoyl)glycyl)pyrrolidine-2-carboxylate COC[C@H]1C[C@H](N(C1)C(CNC(C1=CC=C(C=C1)OC1=CC=CC=C1)=O)=O)C(=O)OCC1=CC=CC=C1